2-(naphthalene-1-yl)pyridine ethyl-3-(4-bromophenyl)-1-(3-hydroxycyclopentanyl)-4-iodo-1H-pyrazole-5-carboxylate C(C)OC(=O)C1=C(C(=NN1C1CC(CC1)O)C1=CC=C(C=C1)Br)I.C1(=CC=CC2=CC=CC=C12)C1=NC=CC=C1